6-chloro-N-[(3S,6R)-6-{5-[2-(trifluoromethoxy)ethoxy]-1,3,4-oxadiazol-2-yl}piperidin-3-yl]quinoline-3-carboxamide ClC=1C=C2C=C(C=NC2=CC1)C(=O)N[C@@H]1CN[C@H](CC1)C=1OC(=NN1)OCCOC(F)(F)F